C(C)OC=1C=CC(=NC1)C=1N(C(=NN1)[C@@H]1C[C@H](C1)NC(C1=CC(=CC=C1)S(N)(=O)=O)=O)C1=C(C=CC=C1)F N-(trans-3-(5-(5-ethoxypyridin-2-yl)-4-(2-fluorophenyl)-4H-1,2,4-triazol-3-yl)cyclobutyl)-3-sulfamoylbenzamide